2-[1-[4-[(2,6-dioxo-3-piperidinyl)amino]-2,6-difluoro-phenyl]-4-piperidinyl]acetic acid O=C1NC(CCC1NC1=CC(=C(C(=C1)F)N1CCC(CC1)CC(=O)O)F)=O